(R)-N-methylpyrrolidine-3-carboxamide CNC(=O)[C@H]1CNCC1